3-{7-chloro-3-iodoimidazo[1,2-a]pyridin-2-yl}-2-methoxypyridine ClC1=CC=2N(C=C1)C(=C(N2)C=2C(=NC=CC2)OC)I